NC=1C2=C(N=CN1)C(=CC(=N2)C=2C=C(C=CC2)C#C[C@]2(C(N(CC2)C)=O)O)NC (R)-3-[2-[3-[4-Amino-8-(methylamino)pyrido[3,2-d]pyrimidin-6-yl]phenyl]ethynyl]-3-hydroxy-1-methylpyrrolidin-2-on